C1(=CC=C(C=C1)N1C=C(C=C1)C(=O)N)C 1-p-tolyl-1H-pyrrole-3-carboxamide